(R,S)-5-amino-3-(2-(4-(2,4-difluoro-5-(2-(methylsulfinyl)ethoxy)phenyl)piperazin-1-yl)ethyl)-8-(furan-2-yl)thiazolo[5,4-e][1,2,4]triazolo[1,5-c]pyrimidin-2(3H)-one NC1=NC2=C(C=3N1N=C(N3)C=3OC=CC3)SC(N2CCN2CCN(CC2)C2=C(C=C(C(=C2)OCC[S@](=O)C)F)F)=O